CC(C)(C(C(C(C)N)(NCC)C)N)N 2,4-dimethyl-4-ethylamino-2,3,5-triaminohexane